4-Bromo-5-fluoro-1H-benzo[d][1,2,3]triazole-7-carboxylic acid methyl ester COC(=O)C1=CC(=C(C2=C1NN=N2)Br)F